C(#N)C=1C(=NC=C(C(=O)NCCC(=O)OC(C)(C)C)C1)S(=O)(=O)C tert-Butyl 3-(5-cyano-6-(methylsulfonyl)nicotinamido)propanoate